C(#N)CCCC#CC(B1OC(CN(CC(O1)=O)C)=O)NS(=O)(=O)C1=CC=C(C=C1)[N+](=O)[O-] N-(6-cyano-1-(6-methyl-4,8-dioxo-1,3,6,2-dioxazaborocan-2-yl)hex-2-yn-1-yl)-4-nitrobenzenesulfonamide